N-(2-((3-bromo-1-methyl-1H-pyrazol-4-yl)methyl)imidazo[1,2-a]pyridine-6-yl)methanesulfonamide BrC1=NN(C=C1CC=1N=C2N(C=C(C=C2)NS(=O)(=O)C)C1)C